OC=1C=C2CN(C(C2=CC1)=O)C1C(NC(CC1)=O)=O 3-(5-hydroxy-1-oxoisoindolin-2-yl)piperidine-2,6-dione